COC(C(C)OC=1C=NC(=NC1)N1CCN(CC1)C(=O)OC(C)(C)C)=O tert-butyl 4-(5-((1-methoxy-1-oxopropan-2-yl)oxy)pyrimidin-2-yl)piperazine-1-carboxylate